O=C1N(C(C=C1)=O)CC1CCC(CC1)C(=O)N 4-((2,5-dioxo-2,5-dihydro-1H-pyrrol-1-yl)methyl)cyclohexane-1-carboxamide